methyl (R)-3-((tert-butoxycarbonyl)amino)-1-(4-fluoro-2-(hydroxymethyl)-3-(trifluoromethyl)phenyl)pyrrolidine-3-carboxylate C(C)(C)(C)OC(=O)N[C@]1(CN(CC1)C1=C(C(=C(C=C1)F)C(F)(F)F)CO)C(=O)OC